3-(2,2,2-trifluoroethoxy)propionitrile FC(COCCC#N)(F)F